6-(4-(Methyl-D-alanyl)piperazin-1-yl)nicotinonitrile CN[C@H](C)C(=O)N1CCN(CC1)C1=NC=C(C#N)C=C1